[I-].[I-].C12C(C3CC(CC(C1)C3)C2)=C(C2=CC=C(C=C2)OCCCCCCCC[N+]2(CCCCCC2)C)C2=CC=C(C=C2)OCCCCCCCC[N+]2(CCCCCC2)C 1,1'-((((((5r,7r)-adamantan-2-ylidene)methylene)bis(4,1-phenylene))bis(oxy))bis(octane-8,1-diyl))bis(1-methylazepan-1-ium) diiodide